PhosphonoFluoridate P([O-])(=O)F